N(=[N+]=[N-])[C@H]1C[C@H](N(C1)S(=O)(=O)C1=C(C=CC=C1)[N+](=O)[O-])C(=O)N(CCOCCNC)C (2s,4s)-4-azido-N-methyl-N-(2-(2-(methylamino)ethoxy)ethyl)-1-((2-nitrophenyl)sulfonyl)pyrrolidine-2-carboxamide